OC(C)(C)C1=CC=CC(=N1)N1NC(C=2C1=NC=NC2)=O 1-(6-(2-hydroxypropan-2-yl)pyridin-2-yl)-1,2-dihydro-3H-pyrazolo[3,4-d]pyrimidin-3-one